FC1=CC(=NN1)CN1C(C2=CC=C(C=C2C=N1)S(=O)(=O)C1=CC=CC=C1)=O 2-((5-fluoro-1H-pyrazol-3-yl)methyl)-6-(phenylsulfonyl)phthalazin-1(2H)-one